N1,N2-diethyl-[1,3,5]triazine-2,4,6-triamine hydrochloride Cl.C(C)N1C(N=C(N=C1N)N)NCC